[Li].NC=1C=CC(=C(C(=O)NCCOCCOCCOCCOCCOCCOCCOCCOCCOCCOCCOCCOC)C1)CO 5-amino-N-(2,5,8,11,14,17,20,23,26,29,32,35-dodecaoxaheptatriacontan-37-yl)-2-(hydroxymethyl)benzamide lithium